C(CCC)[Si](O[Si](O[Si](O[Si](O[Si](C)(C)C)(C)C)(C)C)(C)C)(C)C 1-butyl-1,1,3,3,5,5,7,7,9,9,9-undecamethylpentasiloxane